N1N=C(C=2C1=NC=NC2)N pyrazolo[3,4-d]pyrimidine-3-amine